(3S)-3-(azetidin-1-yl)piperidine N1(CCC1)[C@@H]1CNCCC1